NC=1N=NC(=CC1N1N=CC(=C1)N1CCN(CC1)C1CCC(CC1)C1=C2C(CCN(C2=CC=C1)[C@H]1C(NC(CC1)=O)=O)(F)F)C1=C(C=CC=C1)O (R)-3-(5-((1r,4R)-4-(4-(1-(3-amino-6-(2-hydroxyphenyl)pyridazin-4-yl)-1H-pyrazol-4-yl)piperazin-1-yl)cyclohexyl)-4,4-difluoro-3,4-dihydroquinolin-1(2H)-yl)piperidine-2,6-dione